ethyl oxazole-5-carboxylate O1C=NC=C1C(=O)OCC